C(C)(C)(C)OC(=O)N1CC(C1)(C#N)CCC=C 3-but-3-enyl-3-cyano-azetidine-1-carboxylic acid tert-butyl ester